CN([C@H]1[C@@H](CCC1)NC=1OC=2C(=NC(=CC2)C2=C(C#N)C=C(C=C2O)C)N1)C [2-[[(1R,2R)-2-(Dimethylamino)cyclopentyl]amino]oxazolo[4,5-b]pyridin-5-yl]-3-hydroxy-5-methyl-benzonitrile